3-(4,4,5,5-tetramethyl-1,3,2-dioxaborolan-2-yl)-5-(2,2,2-trifluoroethyl)pyridine CC1(OB(OC1(C)C)C=1C=NC=C(C1)CC(F)(F)F)C